3-(5-((2-(3-(1H-indol-3-yl)-azetidin-1-yl)cyclopentyl)-oxy)-1-oxoisoindolin-2-yl)-piperidine-2,6-dione N1C=C(C2=CC=CC=C12)C1CN(C1)C1C(CCC1)OC=1C=C2CN(C(C2=CC1)=O)C1C(NC(CC1)=O)=O